NCC1=NC2=CC(=CC=C2C(N1)=O)C=1C=NN(C1C1=C(C#N)C(=CC(=C1F)Cl)OC1CC1)C (2S)-2-(4-(2-(aminomethyl)-4-oxo-3,4-dihydroquinazolin-7-yl)-1-methyl-1H-pyrazol-5-yl)-4-chloro-6-cyclopropoxy-3-fluorobenzonitrile